ClC1=C(C(=O)N[C@H](C(=O)O)CC=2C=CC(=C3C=CC=NC23)C2=C(C(=CC(=C2)F)F)OC)C(=CC=C1)Cl (S)-2-(2,6-dichlorobenzoylamino)-3-(5-(3,5-difluoro-2-methoxyphenyl)quinolin-8-yl)propionic acid